C(C)(C)(C)OC(=O)N(C/C=C/C(=O)NOC1CCN(CC1)C(=O)OC(C)(C)C)CCCCN1C2=C(CCC3=C1C=CC=C3)C=CC(=C2)Cl (E)-4-{tert-butoxycarbonyl-[4-(3-chloro-10,11-dihydro-5H-dibenzo[b,f]azepin-5-yl)butylamino]}-N-(1-tert-butoxycarbonyl-4-piperidyloxy)-but-2-enamide